(2S,4S)-6-chloro-4-hydroxy-N-(1-{[cis-3-(trifluoromethoxy)cyclobutyl]carbamoyl}-2-oxabicyclo[2.2.2]octan-4-yl)-3,4-dihydro-2H-1-benzopyran-2-carboxamide ClC=1C=CC2=C([C@H](C[C@H](O2)C(=O)NC23COC(CC2)(CC3)C(N[C@@H]3C[C@@H](C3)OC(F)(F)F)=O)O)C1